ClC1=CC2=C(N(C(C(N2C)=O)=O)C2CC(N(CC2C)C(=O)[O-])C)N=C1 4-(7-chloro-1-methyl-2,3-dioxo-2,3-dihydropyrido[2,3-b]pyrazin-4(1H)-yl)-2,5-dimethylpiperidine-1-carboxylate